ClC=1N=C(NC1[C@H]1[C@H](CN(CC1)S(=O)(=O)CCCS(=O)(=O)C)C)C1=NC=C(C=C1)F 2-[4-Chloro-5-[(3R,4R)-3-methyl-1-(3-methylsulfonylpropylsulfonyl)-4-piperidyl]-1H-imidazol-2-yl]-5-fluoro-pyridine